CC=1C=NN(C1)C1CC2(CN(C2)C(=O)C=2C=NC(=C(C2)C)OCC2(CC2)C(F)(F)F)C1 [6-(4-methylpyrazol-1-yl)-2-azaspiro[3.3]heptan-2-yl]-[5-methyl-6-[[1-(trifluoromethyl)cyclopropyl]methoxy]-3-pyridyl]methanone